[Cl-].CC1=NC2=C(C=CC=C2C=C1)[O-].CC1=NC2=C(C=CC=C2C=C1)[O-].[Ga+3] gallium bis(2-methyl-8-quinolinolate) chloride